C(C)(C)(C)OC(=O)N1C[C@H]([C@@H](CC1)O)N1C=NC2=C(C1=O)SC(=C2)Br.C(C)(=O)[O-].CN2C=[N+](C=C2)C 1,3-Dimethylimidazolium acetat tert-butyl-(trans)-3-{6-bromo-4-oxothieno[3,2-d]pyrimidin-3-yl}-4-hydroxypiperidine-1-carboxylate